C(=O)C1CN(CCOC1)C(=O)OC(C)(C)C tert-butyl 6-formyl-1,4-oxazepane-4-carboxylate